ClC=1C(=NC(=NC1)NC=1N=NN(C1)C)C1=CC=C2CN(C(C2=C1)=O)[C@@H](C(=O)N[C@H](CO)C1=CC(=CC(=C1)F)OCC)C (2R)-2-(6-{5-chloro-2-[(1-methyl-1H-1,2,3-triazol-4-yl)amino]pyrimidin-4-yl}-1-oxo-2,3-dihydro-1H-isoindol-2-yl)-N-[(1S)-1-(3-ethoxy-5-fluorophenyl)-2-hydroxyethyl]propionamide